allyl N-[(3S,5S)-1-(3-cyano-4,6-dimethyl-2-pyridinyl)-5-[ethyl (m-tolyl) carbamoyl] pyrrolidin-3-yl]-carbamate C(#N)C=1C(=NC(=CC1C)C)N1C[C@H](C[C@H]1C(N(C=1C=C(C=CC1)C)CC)=O)NC(OCC=C)=O